(4,4-difluorocyclohexyl)amine oxide FC1(CCC(CC1)[NH2]=O)F